ClC1=CC=C(C=C1)C1=NN(C(C1)C=1C=C2N=CC=NC2=CC1)C(CCC(=O)O)=O 4-(3-(4-Chlorophenyl)-5-(quinoxalin-6-yl)-4,5-dihydro-1H-pyrazol-1-yl)-4-oxobutanoic acid